C(C)C(COCC(CCCCCCCCCC)CCCCCCCCCCCC)CCCC 11-(((2-ethylhexyl)oxy)methyl)tricosane